O=C1NC(C=C(N1)C(F)(F)F)=O 2,6-dioxo-4-(trifluoromethyl)-3,6-dihydropyrimidin